N-(4-(4-amino-5-(3-fluoro-4-((4-methylpyrimidin-2-yl)oxy)phenyl)-7-methyl-5H-pyrrolo[3,2-d]pyrimidin-6-yl)-2,3-difluorophenyl)acrylamide NC=1C2=C(N=CN1)C(=C(N2C2=CC(=C(C=C2)OC2=NC=CC(=N2)C)F)C2=C(C(=C(C=C2)NC(C=C)=O)F)F)C